N-[2-[4-(hydroxymethyl)cyclohexyl]-6-(1-hydroxy-1-methyl-ethyl)indazol-5-yl]-3-(pentafluoro-sulfanyl)benzamide OCC1CCC(CC1)N1N=C2C=C(C(=CC2=C1)NC(C1=CC(=CC=C1)S(F)(F)(F)(F)F)=O)C(C)(C)O